p-hydroxybenzoic acid sodium [Na].OC1=CC=C(C(=O)O)C=C1